C(C1=CC=CC=C1)C=1NC(=NN1)C=1C=C(C=CC1)C(CC#N)C=1C=C2C=CNC2=CC1 3-(3-(5-Benzyl-4H-1,2,4-triazol-3-yl)phenyl)-3-(1H-indol-5-yl)propanenitrile